CN1C(NC=C1)=O 3-methyl-1H-imidazol-2-one